C(CCCCC)C=1C(=C(C2=C(OC([C@@H]3CCC(=C[C@@H]23)C)(C)C)C1)O)C(=O)O (6aR,10aR)-3-hexyl-1-hydroxy-6,6,9-trimethyl-6H,6aH,7H,8H,10aH-benzo[c]isochromene-2-carboxylic acid